(2R)-2-[[(2R)-2-[[(2R)-2-(t-butoxycarbonylamino)-3-phenylpropionyl]amino]-4-methylpentanoyl]amino]hexanoic acid C(C)(C)(C)OC(=O)N[C@@H](C(=O)N[C@@H](C(=O)N[C@@H](C(=O)O)CCCC)CC(C)C)CC1=CC=CC=C1